6-(4-(1-methylpiperidin-4-yl)phenyl)pyrrolo[2,1-f][1,2,4]Triazin-4(3H)-one CN1CCC(CC1)C1=CC=C(C=C1)C=1C=C2C(NC=NN2C1)=O